C1(CC1)C(=O)N1CCC(C1)N1N=NC(=C1)C(F)F (cyclopropanecarbonyl)-4-(4-(difluoromethyl)-1H-1,2,3-triazol-1-yl)pyrrolidin